(5R,8R)-5-fluoro-8-hydroxy-5,6,7,8-tetrahydroquinoline-5-carboxylic acid methyl ester COC(=O)[C@@]1(C=2C=CC=NC2[C@@H](CC1)O)F